C(CC)(=O)N1CCC2=CC(=CC=C12)CC#C[N-]CC=1C=NC=CC1 3-(1-propionyl-indolin-5-yl)-N-(pyridin-3-ylmethyl)propynyl-amide